3-chloroformyl-2,4,6-triiodo-5-(2-methoxy-acetylamino)-benzoic acid methyl ester COC(C1=C(C(=C(C(=C1I)NC(COC)=O)I)C(=O)Cl)I)=O